(4-methyl-piperazin-1-yl)(6-(5-(3-methyl-pyridin-2-ylamino)-1,2,4-thiadiazol-3-yl)pyridin-3-yl)methanone CN1CCN(CC1)C(=O)C=1C=NC(=CC1)C1=NSC(=N1)NC1=NC=CC=C1C